5-(pyrrolidin-1-yl)pyrazin-2-amine N1(CCCC1)C=1N=CC(=NC1)N